N1CCC2=NC(=CC=C21)C(=O)N 2,3-dihydro-1H-pyrrolo[3,2-b]pyridine-5-carboxamide